[N].B(Br)(Br)Br boron bromide nitrogen